2-(5-methylfuran-2-yl)quinoline-4-carboxylic acid CC1=CC=C(O1)C1=NC2=CC=CC=C2C(=C1)C(=O)O